tert-butyl 4-formyl-3,3-dimethylpiperidine-1-carboxylate C(=O)C1C(CN(CC1)C(=O)OC(C)(C)C)(C)C